FC1(OC2=CC3=C([C@@](CO3)(C(=O)O)C)C=C2O1)F (S)-2,2-difluoro-7-methyl-6,7-dihydro-[1,3]dioxolo[4,5-f]benzofuran-7-carboxylic acid